OCC(C(=O)O)(C)NCC=1C(=CC2=C(N=C(O2)C=2C(=C(C=CC2)C2=CC(=CC=C2)OCCCN2CCOCC2)C)C1)OC 3-hydroxy-2-(((6-methoxy-2-(2-methyl-3'-(3-morpholinopropoxy)-[1,1'-biphenyl]-3-yl)benzo[d]oxazol-5-yl)methyl)amino)-2-methylpropanoic acid